[Cl-].ClC1=CC=CC2=C(C=C3C(=C(C(NC3=C21)=O)[N+]2=CC=CC=C2)C2=C1C=NNC1=C(C=C2)F)C2CC2 10-chloro-6-cyclopropyl-4-(7-fluoro-1H-indazol-4-yl)-3-pyridin-1-ium-1-yl-1H-benzo[h]quinolin-2-one chloride